ClC1=C(C(=O)P(C2=C(C=CC(=C2)C)C)(C(C2=C(C(=C(C(=C2Cl)OC)OC)OC)Cl)=O)=O)C(=C(C(=C1OC)OC)OC)Cl bis-(2,6-dichloro-3,4,5-trimethoxy-benzoyl)-2,5-dimethylphenylphosphine oxide